C1=C(C=CC2=CC=CC=C12)CCNCCCN N-(2-(naphthalen-2-yl)ethyl)propane-1,3-diamine